ClCC=1N=C2N(C=C(C=C2N2C(N(C(C2)=O)C)=O)C)C1 1-(2-(chloromethyl)-6-methylimidazo[1,2-a]pyridin-8-yl)-3-methylimidazolidine-2,4-dione